C1(=C(C=CC2=CC=CC=C12)OCC1=CC=C2C=CC(=CC2=C1)C(=O)O)C1=C(C=CC2=CC=CC=C12)OCC1=CC=C2C=CC(=CC2=C1)C(=O)O 7,7'-[[1,1'-binaphthalene]-2,2'-diylbis(oxymethylene)]di(naphthalene-2-carboxylic acid)